C1(=CC=CC=C1)CON[C@@H]1CCCNC1 (2S,5R)-5-(phenylmethyloxyamino)-piperidine